3-(5-(5-chloro-4-(chloromethyl)pyridin-2-yl)-1-oxoisoindolin-2-yl)piperidine-2,6-dione ClC=1C(=CC(=NC1)C=1C=C2CN(C(C2=CC1)=O)C1C(NC(CC1)=O)=O)CCl